C(C(=C)C)(=O)OCCOCCOCCOCC(=O)O 2-(2-(2-(2-(methacryloyloxy)ethoxy)ethoxy)ethoxy)acetic acid